1-(4-chloro-2-methylphenyl)-N-(1-methylpiperidin-3-yl)pyrido[3,4-d]pyridazin-4-amine ClC1=CC(=C(C=C1)C1=C2C(=C(N=N1)NC1CN(CCC1)C)C=NC=C2)C